C1(CCCCC1)C1=CC=C(OC2CCN(CC2)C2=CC(N(C=3C=CC(=NC23)C#N)C)=O)C=C1 8-(4-(4-cyclohexylphenoxy)piperidin-1-yl)-5-methyl-6-oxo-5,6-dihydro-1,5-naphthyridine-2-carbonitrile